isopropyl (R)-3-(2-(6-((5-acrylamido-4-((2-(dimethyl-amino)ethyl)(meth-yl)amino)-2-meth-oxyphenyl)amino)-pyrimidin-4-yl)-isoxazolidin-3-yl)-benzoate C(C=C)(=O)NC=1C(=CC(=C(C1)NC1=CC(=NC=N1)N1OCC[C@@H]1C=1C=C(C(=O)OC(C)C)C=CC1)OC)N(C)CCN(C)C